2-(8-azabicyclo[3.2.1]octan-8-yl)-5,7-dihydrofuro[3,4-b]pyridine-3-carboxylic acid C12CCCC(CC1)N2C2=C(C=C1C(=N2)COC1)C(=O)O